methyl (E)-3-aminopent-2-enoate N/C(=C/C(=O)OC)/CC